ClC=1C=C2C(=CC(=NC2=CC1)C(F)(F)F)NCC1(CN(C1)C(=O)NC1CCC1)N1N=CC(=C1)F 3-(((6-Chloro-2-(trifluoromethyl)quinolin-4-yl)amino)methyl)-N-cyclobutyl-3-(4-fluoro-1H-pyrazol-1-yl)azetidine-1-carboxamide